CN1N=CC(=C1)C1=CC=C2C=CC=NC2=C1 7-(1-methyl-1H-pyrazol-4-yl)quinoline